ClC=1C(=NC(=NC1)NC1=CC(=NC=C1)OC)C1=CC=C2CN(C(C2=C1)=O)[C@@H](C(=O)N[C@H](CO)C1=CC(=CC(=C1)F)OCC)C (2R)-2-(6-{5-chloro-2-[(2-methoxypyridin-4-yl)amino]pyrimidin-4-yl}-1-oxo-2,3-dihydro-1H-isoindol-2-yl)-N-[(1S)-1-(3-ethoxy-5-fluorophenyl)-2-hydroxyethyl]propionamide